6-(N-(4-chloro-2-((2-chloro-N-(furan-2-ylmethyl)benzoylamino)methyl)phenyl)-N-ethylsulfamoyl)-3-Methylbenzofuran-2-carboxylic acid ClC1=CC(=C(C=C1)N(S(=O)(=O)C1=CC2=C(C(=C(O2)C(=O)O)C)C=C1)CC)CN(CC=1OC=CC1)C(C1=C(C=CC=C1)Cl)=O